ClC=1N=C(C2=C(N1)C(=C(N=C2)Cl)F)N2CCOCC(C2)(O)C 4-(2,7-dichloro-8-fluoropyrido[4,3-d]pyrimidin-4-yl)-6-methyl-1,4-oxaazepan-6-ol